C1=2C=C(C=CC2CC1)C(=O)O bicyclo[4.2.0]oct-1(6),2,4-triene-3-carboxylic acid